CC1(N(CCNC1)C(=O)N1CC2(N(C=3C(=NN=C(C3)C3=C(C(=CC=C3)F)O)NC2)CC1)CC)C (2,2-dimethylpiperazin-1-yl)(6a-ethyl-2-(3-fluoro-2-hydroxyphenyl)-5,6,6a,7,9,10-hexahydro-8H-pyrazino[1',2':4,5]-pyrazino[2,3-c]pyridazin-8-yl)methanone